2-AMINO-PYRIMIDINE NC1=NC=CC=N1